3-bromopyrrolo[4,3,2-de]phthalazin-8(7H)-one BrC=1N=NC2=C3C(=CC=CC13)NC2=O